N-(2-cyclopropyl-3-(4-fluorophenyl)-2-methylpropyl)-6-oxo-1,6-dihydropyrimidine-2-carboxamide C1(CC1)C(CNC(=O)C=1NC(C=CN1)=O)(CC1=CC=C(C=C1)F)C